ClC1=C(OC2=C3C(=NNC3=C(C=C2NC(C2=CC(=CC(=C2)C(F)(F)F)F)=O)C2=C(C=CC=C2)CO)N2C(C3=CC=CC=C3C2=O)=O)C=C(C=C1)F N-(4-(2-Chloro-5-fluorophenoxy)-3-(1,3-dioxoisoindolin-2-yl)-7-(2-(hydroxymethyl)phenyl)-1H-indazol-5-yl)-3-fluoro-5-(trifluoromethyl)benzamide